C1=CC=CC=2C3=CC=CC=C3C(C12)COC(=O)N[C@H](C(=O)O)CC1=CC=C(C=C1)C1=CN(C2=CC=C(C=C12)OCCOC)C(=O)OC(C)(C)C (S)-2-((((9H-fluoren-9-yl)methoxy)carbonyl)amino)-3-(4-(1-(tert-butoxycarbonyl)-5-(2-methoxyethoxy)-1H-indol-3-yl)phenyl)propanoic acid